tetra-normal heptylammonium bromide [Br-].C(CCCCCC)[N+](CCCCCCC)(CCCCCCC)CCCCCCC